BrC=1C=C(SC1)CC#N 2-(4-bromothiophene-2-yl)acetonitrile